C(C1=CC=CC=C1)N1C[C@@H]2C([C@H](C1)C2)=O (1R,5S)-3-benzyl-3-azabicyclo[3.1.1]heptane-6-one